1,2-diamino-3-(1-cyclopropyl-1H-pyrazol-4-yl)-5-(4-chlorophenyl)pyrazin-1-ium mesitylenesulfonate C1(=C(C(=CC(=C1)C)C)S(=O)(=O)[O-])C.N[N+]1=C(C(=NC(=C1)C1=CC=C(C=C1)Cl)C=1C=NN(C1)C1CC1)N